(R)-2-(cyclopropanecarbonyl)-N-ethyl-N-(1-phenylethyl)-1,2,3,4-tetrahydroisoquinoline-6-sulfonamide C1(CC1)C(=O)N1CC2=CC=C(C=C2CC1)S(=O)(=O)N([C@H](C)C1=CC=CC=C1)CC